tert-butyl 4-[[[5-[8-(5-acetyl-1-tetrahydropyran-4-yl-6,7-dihydro-4H-pyrazolo[4,3-c]pyridin-3-yl)-3-isoquinolyl]pyridine-2-carbonyl]amino]methyl]piperidine-1-carboxylate C(C)(=O)N1CC2=C(CC1)N(N=C2C=2C=CC=C1C=C(N=CC21)C=2C=CC(=NC2)C(=O)NCC2CCN(CC2)C(=O)OC(C)(C)C)C2CCOCC2